4-chloro-5-(2-(2-(3,4,5-trimethoxyphenyl)-1,3-dithian-2-yl)vinyl)-3,6-dihydro-2H-pyran ClC=1CCOCC1C=CC1(SCCCS1)C1=CC(=C(C(=C1)OC)OC)OC